Cis-2-(Biphenyl-3-ylmethyl)-3-((methylsulfonyl)amino)pyrrolidine-1-carboxylic acid ethyl ester C(C)OC(=O)N1[C@H]([C@H](CC1)NS(=O)(=O)C)CC=1C=C(C=CC1)C1=CC=CC=C1